C(C)(C)(C)C1=CC(=C(C(=C1)C)NC1=CC=C(CN(C(=O)C2CCN(CC2)C)O)C=C1)C N-(4-((4-(tert-butyl)-2,6-dimethylphenyl)amino)benzyl)-N-hydroxy-1-methylpiperidine-4-carboxamide